ICCCCCCCCC(=O)NCCCC[C@H](N)C(=O)O N6-(9-iodononanoyl)-L-lysine